C(C)N1CCN(CC1)CCCN(C(OC(C)(C)C)=O)[C@H]1CCCC=2C=CC=NC12 tert-Butyl N-[3-(4-ethylpiperazin-1-yl)propyl]-N-[(8S)-5,6,7,8-tetrahydroquinolin-8-yl]carbamate